1-[4-[tert-butyl(dimethyl)silyl]oxy-3-methyl-phenyl]cyclobutanol [Si](C)(C)(C(C)(C)C)OC1=C(C=C(C=C1)C1(CCC1)O)C